7-chloro-2-methoxy-8-tetrahydrofuran-3-yl-1,5-naphthyridine ClC1=CN=C2C=CC(=NC2=C1C1COCC1)OC